tert-Butyl ((S)-2-Hydroxy-3-(3-((1-(hydroxymethyl)cyclopropyl) sulfonyl)phenoxy)propyl)((R)-1-oxa-8-azaspiro[4.5]decan-3-yl)carbamate O[C@@H](CN(C(OC(C)(C)C)=O)[C@H]1COC2(C1)CCNCC2)COC2=CC(=CC=C2)S(=O)(=O)C2(CC2)CO